P1(=CCCC1)=O phospholene-1-oxide